C(#N)C=1C=NN2C1C(=CC(=C2)C=2C=NN(C2C)C2CCN(CC2)C(=O)OC(C)(C)C)O[C@H](C)C2=NC=CC=C2 tert-Butyl 4-(4-[3-cyano-4-[(1R)-1-(pyridin-2-yl)ethoxy]pyrazolo[1,5-a]pyridin-6-yl]-5-methylpyrazol-1-yl)piperidine-1-carboxylate